(Z)-4-[(trans-4-aminocyclohexyl)amino]-N'-(2-chloro-4-hydroxy-phenyl)-6-(1-methyl-pyrazol-4-yl)pyrrolo[1,2-b]pyridazine-3-carboxamidine formic acid salt C(=O)O.N[C@@H]1CC[C@H](CC1)NC=1C=2N(N=CC1/C(=N/C1=C(C=C(C=C1)O)Cl)/N)C=C(C2)C=2C=NN(C2)C